N-[2-amino-5-(4-fluorophenyl)phenyl]-5-(N-ethyl-S-methyl-sulfonimidoyl)benzothiophene-2-carboxamide NC1=C(C=C(C=C1)C1=CC=C(C=C1)F)NC(=O)C=1SC2=C(C1)C=C(C=C2)S(=O)(=NCC)C